C[C@H]1CN(C[C@H](N1CCOC1=CC=C(C=C1)C1CCNCC1)C)C(C)=O 1-((3S,5R)-3,5-dimethyl-4-(2-(4-(piperidin-4-yl)phenoxy)ethyl)piperazin-1-yl)ethanone